tert-butyl 3-(2-chloro-5-methoxycarbonyl-6-methyl-pyrimidin-4-yl)-3,8-diaza-bicyclo[3.2.1]octane-8-carboxylate ClC1=NC(=C(C(=N1)N1CC2CCC(C1)N2C(=O)OC(C)(C)C)C(=O)OC)C